C(C1=CC=CC=C1)(=O)O.S(=O)(=O)=C1C(C(NC=C1)=S(=O)=O)=S(=O)=O trisulfuryl-pyridine benzoate